6-amino-α-L-galactopyranose NC([C@H]1[C@H]([C@H]([C@@H]([C@H](O)O1)O)O)O)O